(R)-5-((((3'-chloro-2'-(2-chloro-3-((4-((((S)-2-hydroxypropyl)amino)methyl)-3-methoxypyridin-2-yl)amino)phenyl)-6-methoxy-[2,4'-bipyridin]-5-yl)methyl)amino)methyl)pyrrolidin-2-one ClC=1C(=NC=CC1C1=NC(=C(C=C1)CNC[C@H]1CCC(N1)=O)OC)C1=C(C(=CC=C1)NC1=NC=CC(=C1OC)CNC[C@H](C)O)Cl